CC=1N=C(N(C1)C(=O)NCC#CCC1=CC=CC=C1)OCCN1CCN(CC1)C Methyl-2-(2-(4-methylpiperazin-1-yl)ethoxy)-N-(4-phenylbut-2-ynyl)-1H-imidazole-1-carboxamide